2'-chloro-deoxyinosine monophosphate P(=O)(O)(O)OC[C@@H]1[C@H]([C@H]([C@@H](O1)N1C=NC=2C(O)=NC=NC12)Cl)O